NCCCCOC1=CC=C(OC2=CC=C(C=C2)N(C(CCl)=O)CC2=CC=CC=C2)C=C1 N-(4-(4-(4-aminobutoxy)phenoxy)phenyl)-N-benzyl-2-chloroacetamide